CC1=NOC(=N1)C1=CC=C(N=N1)OC1=CC=C(C=C1)C(C)(C)C1=CC=C(OC2CC(C2)NC(OC(C)(C)C)=O)C=C1 tert-butyl ((1r,3r)-3-(4-(2-(4-((6-(3-methyl-1,2,4-oxadiazol-5-yl) Pyridazin-3-yl)oxy)phenyl)propan-2-yl)phenoxy)cyclobutyl)carbamate